NC1=C(C=C(C=C1)C1=C2C(=NC=N1)NN=C2)OC2=CC=C(C=C2)F 4-(4-amino-3-(4-fluorophenoxy)phenyl)-1H-pyrazolo[3,4-d]pyrimidin